ethoxy(pentafluoro)cyclotetraphosphazeneN C(C)OP1N(P(=NP(=NPN1)(F)F)(F)F)F